C(=O)(O)C1=C(C=CC=C1)CC(=O)O o-carboxyphenylacetic acid